2,6-diethylstyrene C(C)C1=C(C=C)C(=CC=C1)CC